FC=1C=CC(=NC1)CC(=O)N 2-(5-fluoropyridin-2-yl)acetamide